CN(CC=CC(=O)N1CC(N(CC1)C1=CC=C(S1)CCC(=O)NCCCNC(C1=CC=CC=C1)=O)=O)C N-(3-(3-(5-(4-(4-(dimethylamino)but-2-enoyl)-2-oxopiperazin-1-yl)thiophen-2-yl)propanamido)propyl)benzamide